C(C)C(C(=O)[O-])(CCCCCC\C=C/CCCCCCCC)CCCO ethyl-3-hydroxy-propyl-oleate